FC1=CC=CC=2C3CC[C@@]4(/C(/C[C@H](C4C3CCC12)CCC(=O)NC=1C(NC=2CCCCC2C1)=O)=N/O)C 3-((13S,15R,E)-4-fluoro-17-(hydroxyimino)-13-methyl-7,8,9,11,12,13,14,15,16,17-decahydro-6H-cyclopenta[a]phenanthren-15-yl)-N-(2-oxo-1,2,5,6,7,8-hexahydroquinolin-3-yl)propanamide